3-chloro-N-[2-(dimethylamino)ethyl]-4-[5-phenyl-1-[2-(trifluoromethyl)phenyl]pyrrol-2-yl]benzamide hydrochloride Cl.ClC=1C=C(C(=O)NCCN(C)C)C=CC1C=1N(C(=CC1)C1=CC=CC=C1)C1=C(C=CC=C1)C(F)(F)F